5-((2-(cyclopropylmethyl)-1,2,3,4-tetrahydroisoquinolin-7-yl)(isopropyl)amino)-1-propylpyridin-2(1H)-one C1(CC1)CN1CC2=CC(=CC=C2CC1)N(C=1C=CC(N(C1)CCC)=O)C(C)C